3-chloro-4-fluoro-5-[2-(1H-pyrazol-1-yl)pyridin-4-yl]benzonitrile ClC=1C=C(C#N)C=C(C1F)C1=CC(=NC=C1)N1N=CC=C1